CC(CCCCCCCCCC)C1=C(C=C(C=C1O)C)O 2-Dodecan-2-yl-5-methylbenzene-1,3-diol